ClC1=C(C=C(C=C1)N1CCC(CC1)CCCOC(C1=CC=CC=C1)=O)N1C(NC(CC1)=O)=O Benzoic acid 3-(1-(4-chloro-3-(2,4-dioxotetrahydropyrimidin-1(2H)-yl)phenyl)piperidin-4-yl)propyl ester